5-(1-ethoxyvinyl)-3-(2-methoxy-4-pyridyl)-1,2,4-thiadiazole C(C)OC(=C)C1=NC(=NS1)C1=CC(=NC=C1)OC